Methyl (Z)-1-(4-amino-2-fluorobut-2-en-1-yl)-4-(5-(N-cyclopropylsulfamoyl)-2-methoxyphenyl)-1H-benzo[d][1,2,3]triazole-6-carboxylate NC\C=C(\CN1N=NC2=C1C=C(C=C2C2=C(C=CC(=C2)S(NC2CC2)(=O)=O)OC)C(=O)OC)/F